FC=1C(=CC(=C(NCC#CC=2C=C(C3=C(N(C=N3)CC(F)(F)F)C2)C(=O)N[C@@H]2[C@H](CN(CC2)CC(F)(F)F)C)C1)OC)S(=O)(=O)C 6-[3-(5-Fluoro-2-methoxy-4-methylsulfonyl-anilino)prop-1-ynyl]-N-[(3S,4S)-3-methyl-1-(2,2,2-trifluoroethyl)-4-piperidyl]-1-(2,2,2-trifluoroethyl)benzimidazole-4-carboxamide